NCC1N(CC1)C 2-aminomethyl-1-methylazetidine